COCCNC(C1=C(C=CC=C1)NS(=O)(=O)C1=C(C=CC=C1)C)=O N-(2-Methoxyethyl)-2-((2-methylphenyl)sulfonamido)benzamide